methyl (3S)-5-fluoro-3-[[(2S)-2-[[(2S)-3-methyl-2-(phenylmethoxycarbonylamino) butanoyl] amino] propionyl] amino]-4-oxopentanoate FCC([C@H](CC(=O)OC)NC([C@H](C)NC([C@H](C(C)C)NC(=O)OCC1=CC=CC=C1)=O)=O)=O